CC(=C)[C@@H]1CC[C@]2([C@H]1[C@H]3CC[C@@H]4[C@]5(CC[C@@H](C([C@@H]5CC[C@]4([C@@]3(CC2)C)C)(C)C)O)C)C(=O)O 3β-Hydroxylup-20(29)-en-28-oic acid